FC1=C(CN2CN(CC3=C2SC(=C3CN(C)C)C3=CC=C(C=C3)[N+](=O)[O-])C3=NC(=CC=C3)OCC3COC3)C(=CC=C1)F 1-(2,6-difluorobenzyl)-5-((dimethylamino)methyl)-6-(4-nitrophenyl)-3-(6-(oxetan-3-ylmethoxy)pyridin-2-yl)thieno[2,3-d]pyrimidine